methyl N,N-diheptylcarbamate C(CCCCCC)N(C(OC)=O)CCCCCCC